ClC1=C(C(=CC=C1)F)C=1C=C(C=2C=C(N=CC2C1)N)NC1CCN(CC1)C 7-(2-Chloro-6-fluoro-phenyl)-N5-(1-methyl-4-piperidyl)isoquinoline-3,5-diamine